[Zn+2].C(C)N(C([S-])=S)C1=CC=CC=C1.C(C)N(C([S-])=S)C1=CC=CC=C1 N-ethyl-N-phenyldithiocarbamic acid zinc salt